2-(1-(4-methoxyphenyl)-3-(4-(methylsulfonyl)phenyl)bicyclo[1.1.1]pentan-2-yl)-4,4,5,5-tetramethyl-1,3,2-dioxaborolane COC1=CC=C(C=C1)C12C(C(C1)(C2)C2=CC=C(C=C2)S(=O)(=O)C)B2OC(C(O2)(C)C)(C)C